S(OC1=C(C=C(C(=C1)Cl)C(C)(C)C)C)(=O)(=O)F 4-(tert-butyl)-5-chloro-2-methylphenyl sulfurofluoridate